C(C)(C)(C)OC(NC1CC2(CN(C2)C2=C(C=C(C=C2)N)Cl)C1)=O tert-butyl(2-(4-amino-2-chlorophenyl)-2-azaspiro[3.3]heptan-6-yl)carbamate